C(C\C=C/CC)=O Z-3-Hexenal